(S)-3-(5-bromothiophen-2-yl)-2-((tert-butoxycarbonyl)amino)propionic acid BrC1=CC=C(S1)C[C@@H](C(=O)O)NC(=O)OC(C)(C)C